NC1=NC2=CC=C(C=C2C=C1CO)C(=O)O 2-amino-3-hydroxymethylquinoline-6-carboxylic acid